FC=1C=CC(=C2C=NNC12)C1=NN(C2=NC(=NC(=C21)N)NC=2C(=NN(C2)CS(=O)(=O)C)C)C(C)C 3-(7-Fluoro-1H-indazol-4-yl)-1-isopropyl-N6-{3-methyl-1-[(methylsulfonyl)methyl]-1H-pyrazol-4-yl}-1H-pyrazolo[3,4-d]pyrimidine-4,6-diamine